ClC1=C(C=C(C=C1)NC(=O)NCC=1C=C2C=CN(C(C2=CC1)=O)C1C(NC(CC1)=O)=O)C(F)(F)F 1-(4-chloro-3-(trifluoromethyl)phenyl)-3-((2-(2,6-dioxopiperidin-3-yl)-1-oxo-1,2-dihydroisoquinolin-6-yl)methyl)urea